(4-fluoro-2,6-dimethyl-phenyl)magnesium bromide FC1=CC(=C(C(=C1)C)[Mg]Br)C